(R)-1-(2-(3-(Dimethylamino)pyrrolidin-1-yl)benzo[d]oxazol-6-yl)-4-oxo-6-(4-(pyrrolidine-1-yl)phenyl)-1,4-dihydropyridine-3-carboxylic acid CN([C@H]1CN(CC1)C=1OC2=C(N1)C=CC(=C2)N2C=C(C(C=C2C2=CC=C(C=C2)N2CCCC2)=O)C(=O)O)C